COC1=CC=C(C=C1)NC1=C2N=CN(C2=NC(=N1)N1CCOCC1)N=CC1=CC(=CC=C1)C N-(4-methoxyphenyl)-9-((3-methylbenzylidene)amino)-2-morpholino-9H-purin-6-amine